(2E,6E,10E)-geranylgeranial C(\C=C(/C)\CCC=C(C)C)CC(C)=CCC\C(\C)=C\C=O